FCC(C)C1=NC(=CC(=N1)O)C 2-(1-fluoroprop-2-yl)-6-methylpyrimidin-4-ol